Bis-[3-(methylamino)-propyl]-trimethoxysilan CNCCCC(O[SiH](OC)OC)CCCNC